C(C)(C)(C)OC(=O)N1N=C(C=C1)OC1=CC(=C(C=C1)[N+](=O)[O-])F tert-butyl-3-(3-fluoro-4-nitrophenoxy)-1H-pyrazole-1-carboxylate